C(C)OC(CC(=O)C1=C(C=C(C=C1)F)Cl)=O 3-(2-chloro-4-fluorophenyl)-3-oxopropionic acid ethyl ester